(2S,5R)-4-acetyl-5-(2-chlorophenyl)-1-(2'-methoxy-[1,1'-biphenyl]-4-carbonyl)pyrrolidine-2-carboxylic acid C(C)(=O)C1C[C@H](N([C@H]1C1=C(C=CC=C1)Cl)C(=O)C1=CC=C(C=C1)C1=C(C=CC=C1)OC)C(=O)O